OC=1C=C(C=C2C(=CC=NC12)C)C(=O)O 8-hydroxy-4-methylquinoline-6-carboxylic acid